methyl-propiolic acid CC#CC(=O)O